C(CCCC)(=O)OC\C=C\CCC (E)-2-Hexenyl Valerate